(R or S)-3,3'-((3-(ethoxy-methyl)-3-(4-fluoro-phenethyl)pyrrolidin-1-yl)methylene)di-pyridine C(C)OC[C@]1(CN(CC1)C(C=1C=NC=CC1)C=1C=NC=CC1)CCC1=CC=C(C=C1)F |o1:4|